O1CCC(CC1)NC(=O)C=1N=C(SC1)C=1C=NN(C1)C1=CC=CC=C1 N-(oxan-4-yl)-2-(1-phenyl-1H-pyrazol-4-yl)-1,3-thiazole-4-carboxamide